NC1=C(C=C(C=C1I)C1=CC=C(C=C1)F)C(=O)OC methyl 4-amino-4'-fluoro-5-iodo-[1,1'-biphenyl]-3-carboxylate